ClC1=C(C=CC(=C1)C(=O)OC)C=1N(CCCC1)C(=O)OC(C)(C)C tert-butyl 2-[2-chloro-4-(methoxycarbonyl)phenyl]-5,6-dihydro-4H-pyridine-1-carboxylate